CC1=C(CCC(=O)OCC)C(=CC=C1)C ethyl 2,6-dimethylbenzylacetate